FC1=CC=C(OC[C@@H]2[C@H](CCC2)NC(=O)C2=NC(=CC=C2N2N=CC=N2)C)C=C1 N-[(1S,2S)-2-[(4-fluorophenoxy)methyl]cyclopentyl]-6-methyl-3-(triazol-2-yl)pyridine-2-carboxamide